FC(C=1N=C(SC1)N1CCNCC1)F 4-(difluoromethyl)-2-(piperazin-1-yl)thiazole